C(C)(=O)S[C@H]1CN(CC1)C(=O)OC(C)(C)C tert-butyl (R)-3-(acetylthio)pyrrolidine-1-carboxylate